CC1([C@@H](C1)N1C(C(=CC=C1)NC(=O)C1=CC=2C(N=C1OC(C)C)=NN(C2)C21COC(C2)(C1)C)=O)C (R)-N-(1-(2,2-dimethylcyclopropyl)-2-oxo-1,2-dihydropyridin-3-yl)-6-isopropoxy-2-(1-methyl-2-oxabicyclo[2.1.1]hex-4-yl)-2H-pyrazolo[3,4-b]pyridine-5-carboxamide